C(C)(C)(C)OC(=O)N1CC2(OCC3=CC(=C(C=C23)F)B2OC(C(O2)(C)C)(C)C)C1 tert-butyl-6'-fluoro-5'-(4,4,5,5-tetramethyl-1,3,2-dioxaborolan-2-yl)-3'H-spiro[azetidine-3,1'-isobenzofuran]-1-carboxylate